2-amino-5-chloro-4-methoxybenzoic acid NC1=C(C(=O)O)C=C(C(=C1)OC)Cl